C(C)OC(=O)N1C[C@@H](N(CC1)C=1C2=C(N=CN1)N(C=C2C2CC2)C=2C=NC=C(C2)C)C (S)-4-(5-cyclopropyl-7-(5-methylpyridin-3-yl)-7H-pyrrolo[2,3-d]pyrimidin-4-yl)-3-methylpiperazine-1-carboxylic acid ethyl ester